C1(CCCCC1)C(=O)[O-] cyclohexyl-formic acid anion